4-Iodopyridine-2,6-dicarboxylate IC1=CC(=NC(=C1)C(=O)[O-])C(=O)[O-]